((4-phenyl-4,7-dihydro-5H-thieno[2,3-c]pyran-7-yl)methyl)pyrrolidine C1(=CC=CC=C1)C1C2=C(C(OC1)CN1CCCC1)SC=C2